COC=1C=C(C=CC1N1CCC(CC1)N1CCN(CC1)C)NC1=NC=C(C(=N1)N1OCCC1C=1C=C(C#N)C=CC1)C(F)(F)F 3-(2-(2-((3-methoxy-4-(4-(4-methylpiperazin-1-yl)piperidin-1-yl)phenyl)amino)-5-(trifluoromethyl)pyrimidin-4-yl)isoxazolidin-3-yl)benzonitrile